CN(C(C1=CC(=CC=C1)C(F)(F)F)=O)[C@@H](C(C)C)CN1CCCCC1 N-Methyl-N-[(1S)-2-methyl-1-(piperidin-1-ylmethyl)propyl]-3-(trifluoromethyl)-benzamide